5-bromo-2-chloro-N-(2-(3-methyl-3-((tetrahydro-2H-pyran-2-yl)oxy)but-1-yn-1-yl)pyrimidin-4-yl)nicotinamide BrC=1C=NC(=C(C(=O)NC2=NC(=NC=C2)C#CC(C)(OC2OCCCC2)C)C1)Cl